FC(OC1=CC=C(C=C1)C1=CN=C2N1C=CN=C2NC2=CC(=C(C(=O)N(CCCN1CCNCC1)C)C=C2)C)F 4-[[3-[4-(difluoromethoxy)phenyl]imidazo[1,2-a]pyrazin-8-yl]amino]-N,2-dimethyl-N-(3-piperazin-1-ylpropyl)benzamide